C(C1=CC(O)=C(O)C(O)=C1)(=O)O[C@H]1[C@H](O)[C@@H](O)[C@H](O)[C@H](O1)COC(C1=CC(O)=C(O)C(O)=C1)=O 1,6-bis-O-galloyl-beta-D-glucose